4-amino-N-(4,5-dihydro-1H-imidazol-2-yl)benzenesulfonamide tert-butyl-(2R)-3-sulfanyl-2-(3-[[(4R)-2,2,5,5-tetramethyl-1,3-dioxan-4-yl]formamido]propanamido)propanoate C(C)(C)(C)OC([C@H](CS)NC(CCNC(=O)[C@@H]1OC(OCC1(C)C)(C)C)=O)=O.NC1=CC=C(C=C1)S(=O)(=O)NC=1NCCN1